C1(CC1)C=1C=C(C=C2C(=NN(C12)CC#C)C1=C(C(=O)N)C=CC(=C1)F)F (7-cyclopropyl-5-fluoro-1-(prop-2-yn-1-yl)-1H-indazol-3-yl)-4-fluorobenzamide